C(C)C1NCCC1 2-ethylpyrrolidine